BrC=1N=C(C=2N(C1)C(=CN2)F)Br 6,8-dibromo-3-fluoroimidazo[1,2-a]pyrazine